C(#N)C=1C=CC2=C(OC3=C2C=CC=C3)C1C(=O)O 3-cyanodibenzo[b,d]furan-4-carboxylic acid